C(CC)OC1=CC=C2C=CC(OC2=C1)=O 7-propoxy-2H-chromen-2-one